O1CCCN2C(=CC3=CC=CC1=C23)C2=NC3=C(N2C)C=CC(=C3)C(=O)N3C[C@@H](CCC3)N (3R)-1-{[2-(3,4-dihydro-2H-[1,4]oxazepino[2,3,4-hi]indol-6-yl)-1-methyl-1H-benzimidazol-5-yl]carbonyl}-3-piperidinamine